1-methoxy-1,3-cyclohexadiene COC1=CC=CCC1